(2S,4S)-4-(trifluoromethyl)pyrrolidine-2-carboxylic acid methyl ester COC(=O)[C@H]1NC[C@H](C1)C(F)(F)F